1-(1,1-dimethyl-3,4-dihydroisoquinolin-2(1H)-yl)-2,2,2-trifluoroethanone CC1(N(CCC2=CC=CC=C12)C(C(F)(F)F)=O)C